CC1CCC(NC1)C1=CC=C(C=C1)O 4-(5-methylpiperidin-2-yl)Phenol